C(C1=CC=C(C(=O)O)C=C1)(=O)O.C1=CC=CC=C1 benzene terephthalate